C(C)(C)(C)OOC1=C(C(=C(C=C1)OOC(C)(C)C)C(C)C)C(C)C 1,4-di(t-butylperoxy)diisopropylbenzene